2-{[(3S,4R)-1-[4-({8-[(2R,3S)-3-[(ethanesulfonyl)meth-yl]-2-methylazetidin-1-yl]-5-(propan-2-yl)-2,6-naphthyridin-3-yl}amino)pyrimidin-2-yl]-3-fluoropiperidin-4-yl]oxy}ethan-1-ol C(C)S(=O)(=O)C[C@@H]1[C@H](N(C1)C=1C=NC(=C2C=C(N=CC12)NC1=NC(=NC=C1)N1C[C@@H]([C@@H](CC1)OCCO)F)C(C)C)C